Triallyl ((2R,3R,4S,5R,6S)-2-((((allyloxy)carbonyl)oxy)methyl)-6-(4-(((tert-butyldimethylsilyl)oxy)methyl)-2-nitrophenoxy)tetrahydro-2H-pyran-3,4,5-triyl) tricarbonate C(OCC=C)(O[C@@H]1[C@H](O[C@H]([C@@H]([C@H]1OC(OCC=C)=O)OC(OCC=C)=O)OC1=C(C=C(C=C1)CO[Si](C)(C)C(C)(C)C)[N+](=O)[O-])COC(=O)OCC=C)=O